[1,1'-biphenyl]-4-ylboron C1(=CC=C(C=C1)[B])C1=CC=CC=C1